ClC1=CC=C2C(C(NC2=C1)=O)C1=C(C=CC(=C1)C)C 6-chloro-3-(2,5-DIMETHYLPHENYL)indolin-2-one